CC1CN(C=2C=CC3=C(C12)C=CC=C3)C(NC3=CC=C(C=C3)C(F)(F)F)=N 1-methyl-N-(4-(trifluoromethyl)phenyl)-1,2-dihydro-3H-benzo[e]indole-3-carboximidamide